C(#N)C1N(CC(C1)(F)F)C(CNC(=O)C1=CC=NC2=CC=C(C=C12)C=CC1=CC(=NC=C1)C(F)(F)F)=O N-(2-(2-cyano-4,4-difluoropyrrolidin-1-yl)-2-oxoethyl)-6-(2-(2-(trifluoromethyl)pyridin-4-yl)vinyl)quinoline-4-carboxamide